OCC1CCC(CC1)COCC(=O)OCCCC butyl 2-(((1r,4r)-4-(hydroxymethyl)cyclohexyl)methoxy)acetate